COC1=CC=C(C=C1)C1=NN2C(=NC=3C=CC=C(C3C2=N1)C#N)N[C@H]1C(NCCCC1)=O 2-(4-methoxyphenyl)-5-{[(3R)-2-oxoazepan-3-yl]amino}[1,2,4]triazolo[1,5-c]quinazoline-10-carbonitrile